acryloyloxyethyl-dimethylbenzyl-ammonium iodide [I-].C(C=C)(=O)OCC[N+](CC1=CC=CC=C1)(C)C